C1(CC1)NC(C(C(C[C@H]1C(NCC1)=O)NC([C@H](CC(C)(C)C)NC(CC(CC)C1=CC=CC=C1)=O)=O)=O)=O (2S)-N-(4-(cyclopropylamino)-3,4-dioxo-1-((S)-2-oxopyrrolidin-3-yl)butan-2-yl)-4,4-dimethyl-2-((-)-3-phenylpentanamido)pentanamide